O=C1N(CC2=CC(=CC=C12)OCCCCC(N1CCC(CC1)N1N=CC(=C1)C1=NC2=CC=CC=C2N=C1)=O)C1C(NC(CC1)=O)=O 3-(1-oxo-5-((5-oxo-5-(4-(4-(quinoxalin-2-yl)-1H-pyrazol-1-yl)piperidin-1-yl)pentyl)oxy)isoindolin-2-yl)piperidine-2,6-dione